1-((3s,5r)-1-propenoyl-5-(methoxymethyl)pyrrolidin-3-yl)-3-((6-fluoro-3-methylimidazo[1,2-a]pyridin-7-yl)ethynyl)-5-(methylamino)-1H-pyrazole-4-carboxamide C(C=C)(=O)N1C[C@H](C[C@@H]1COC)N1N=C(C(=C1NC)C(=O)N)C#CC1=CC=2N(C=C1F)C(=CN2)C